ClC1=CC=C(CN2N(C3=C(CN(CC3)CC3=CC(=CC(=C3)F)F)C2=O)CCN(C=O)C)C=C1 N-(2-(2-(4-chlorobenzyl)-5-(3,5-difluorobenzyl)-3-oxo-2,3,4,5,6,7-hexahydro-1H-pyrazolo[4,3-c]pyridin-1-yl)ethyl)-N-methylformamide